2-(2,2-di((9z,12z)-octadeca-9,12-dien-1-yl)-1,3-dioxolan-4-yl)-N,N-dimethyl-ethylamine C(CCCCCCC\C=C/C\C=C/CCCCC)C1(OCC(O1)CCN(C)C)CCCCCCCC\C=C/C\C=C/CCCCC